CN(CCCCNC(O[C@@H]1CC[C@H](CC1)C(N(C[C@@H]1CC[C@H](CC1)C1=CC(=C(C=C1)OC)C)C1=CC(=CC=C1)C=1C=NN(C1)C1CC1)=O)=O)C trans-4-((3-(1-Cyclopropyl-1H-pyrazol-4-yl)phenyl)-((trans-4-(4-methoxy-3-methylphenyl)-cyclohexyl)methyl)carbamoyl)cyclohexyl (4-(dimethylamino)-butyl)carbamate